2-(2-(2-((1-methyl-1H-pyrazol-5-yl)amino)pyridin-4-yl)-7-oxo-5,7-dihydro-6H-pyrrolo[3,4-b]pyridin-6-yl)propanamide CN1N=CC=C1NC1=NC=CC(=C1)C1=CC=C2C(=N1)C(N(C2)C(C(=O)N)C)=O